tert-butyl 4-(2-hydroxy ethyl)-1-oxa-9-azaspiro[5.5]undecane-9-carboxylate OCCC1CCOC2(C1)CCN(CC2)C(=O)OC(C)(C)C